(S)-1-((1S,2R,4R)-2-Amino-4-(tert-butylamino)cyclohexyl)-3-((6-(trifluoromethyl)quinazolin-4-yl)amino)pyrrolidin-2-on N[C@H]1[C@H](CC[C@H](C1)NC(C)(C)C)N1C([C@H](CC1)NC1=NC=NC2=CC=C(C=C12)C(F)(F)F)=O